6-(4-((6-methoxypyridin-3-yl)oxy)piperidin-1-yl)-5-methylpyrimidin-4-amine COC1=CC=C(C=N1)OC1CCN(CC1)C1=C(C(=NC=N1)N)C